[C@@H]12N(C[C@@H](NC1)C2)C2CN(C2)C=2C=C1C(N(C(C1=CC2)=O)C2C(NC(CC2)=O)=O)=O 5-(3-((1S,4S)-2,5-diazabicyclo[2.2.1]heptan-2-yl)azetidin-1-yl)-2-(2,6-dioxopiperidin-3-yl)isoindoline-1,3-dione